bromo-3,3-dimethyl-1-(2-methylpyrimidin-5-yl)indolin-2-one BrC1=C2C(C(N(C2=CC=C1)C=1C=NC(=NC1)C)=O)(C)C